1-vinylimidazole bis(trifluoromethanesulfonyl)imide salt [N-](S(=O)(=O)C(F)(F)F)S(=O)(=O)C(F)(F)F.C(=C)N1C=NC=C1